C(N)(=N)C=1C=C(C=CC1)C[C@@H](C(=O)N1C[C@@H](CCC1)NC(OCC1=CC=CC=C1)=O)NS(=O)(=O)C1=CC2=CC=CC=C2C=C1 Benzyl (R)-1-((S)-3-(3-carbamimidoylphenyl)-2-(naphthalene-2-sulfonamido)propanoyl)piperidin-3-ylcarbamate